1-(1-(4-Methylbenzyl)-1H-pyrrol-2-yl)ethan-1-one CC1=CC=C(CN2C(=CC=C2)C(C)=O)C=C1